N-(5-fluoropyrimidin-2-yl)-2-[1',1'-difluoro-6-(1-fluorocyclopropyl)-1-oxospiro[3H-isoquinoline-4,2'-cyclopropane]-2-yl]acetamide FC=1C=NC(=NC1)NC(CN1C(C2=CC=C(C=C2C2(C(C2)(F)F)C1)C1(CC1)F)=O)=O